2-(triphenyl-λ5-phosphaneylidene)acetaldehyde C1(=CC=CC=C1)P(=CC=O)(C1=CC=CC=C1)C1=CC=CC=C1